7-(2-(3-(2-chloro-6-methylphenyl)-5-cyclopropylisoxazol-4-yl)-7-azaspiro[3.5]non-1-en-7-yl)cinnoline-3-carboxylic acid ClC1=C(C(=CC=C1)C)C1=NOC(=C1C1=CC2(C1)CCN(CC2)C2=CC=C1C=C(N=NC1=C2)C(=O)O)C2CC2